C(CCCC)([2H])([2H])C=1C=C(C=C(C1)O)O 5-(pentyl-1,1-d2)benzene-1,3-diol